OCCN(CCCCNC1=CC=C(C=C1)N)C1=CC=C(C=C1)N (β-hydroxyethyl)-N,N'-bis(4-aminophenyl)tetramethylenediamine